ClC=1C=C2C(=C3C4(NC(NC13)=O)CCCCC4)OC(=C2)C(=O)N2CC(CCC2)(CC(C)C)CO 5'-chloro-2'-[3-(hydroxymethyl)-3-(2-methylpropyl)piperidine-1-carbonyl]-7',8'-dihydro-6'H-spiro[cyclohexane-1,9'-furo[2,3-f]quinazoline]-7'-one